[C@H]12[C@@H](CC[C@H](CC1)N2)NC(OCC2=CC=CC=C2)=O Benzyl ((1R,2R,5S)-8-azabicyclo[3.2.1]octan-2-yl)carbamate